2,3-difluoro-5-(2-thienyl)-8-(2,4-bis(trifluoromethyl)phenyl)pyrazino[2,3-D]pyridazine FC=1C(=NC=2C(=C(N=NC2C=2SC=CC2)C2=C(C=C(C=C2)C(F)(F)F)C(F)(F)F)N1)F